NC1=C(C(=O)OC)C(=C(C(=C1F)C=1C(=CC=C2C=NN(C12)C)F)Cl)F methyl 2-amino-5-chloro-3,6-difluoro-4-(6-fluoro-1-methyl-indazol-7-yl)benzoate